5-(4-((8-fluoro-2-methyl-3-oxo-3,4-dihydroquinoxalin-6-yl)methyl)piperazin-1-yl)-N,6-dimethylpyridineamide FC=1C=C(C=C2NC(C(=NC12)C)=O)CN1CCN(CC1)C=1C=CC(=NC1C)C(=O)NC